cyclopropyl-2-(4-(6-(1-methyl-1H-pyrazol-4-yl)-4-(pyrazin-2-yl)pyrazolo[1,5-a]pyridin-3-yl)phenyl)acetamide C1(CC1)C(C(=O)N)C1=CC=C(C=C1)C=1C=NN2C1C(=CC(=C2)C=2C=NN(C2)C)C2=NC=CN=C2